6-hydroxy-5-[(E)-(2-methoxy-5-methyl-4-sulfonatophenyl)diazenyl]-2-naphthalenesulfonate OC=1C(=C2C=CC(=CC2=CC1)S(=O)(=O)[O-])\N=N\C1=C(C=C(C(=C1)C)S(=O)(=O)[O-])OC